(4-(2-((cyanomethyl)amino)ethyl)piperazin-1-yl)acetonitrile C(#N)CNCCN1CCN(CC1)CC#N